N1=C(C=CC2=CC=CC=C12)C(C)NC1=NC=C(C=N1)C1=NOC(=N1)C(F)(F)F N-[1-quinolin-2-ylethyl]-5-[5-(trifluoromethyl)-1,2,4-oxadiazol-3-yl]pyrimidin-2-amine